3-(methoxymethyl)-1-(4-((2-oxo-2,3-dihydro-1H-pyrrolo[3,2-b]pyridin-1-yl)methyl)benzyl)-1H-pyrazole-4-carboxylic acid COCC1=NN(C=C1C(=O)O)CC1=CC=C(C=C1)CN1C(CC2=NC=CC=C21)=O